ethyl 2-(N-[4-chloro-5-(3-phenyl-1,2,4-oxadiazole-5-carbonyl)thiazol-2-yl]-4-fluoro-anilino)propanoate ClC=1N=C(SC1C(=O)C1=NC(=NO1)C1=CC=CC=C1)N(C1=CC=C(C=C1)F)C(C(=O)OCC)C